BrC=1C=CC2=C(N=C(O2)C(F)(F)F)C1 5-bromo-2-(trifluoromethyl)benzo[d]oxazole